NCC=1C=C(C=C(C1)C1CCOCC1)C=1C=C2C(=NN(C2=CC1)C(C)C)COC1=C(C=CC=C1)CC(=O)O 2-(2-((5-(3-(aminomethyl)-5-(tetrahydro-2H-pyran-4-yl)phenyl)-1-isopropyl-1H-indazol-3-yl)methoxy)phenyl)acetic acid